CC1(C=2C=CC(=CC2C2=C1C=CC1=C2OC2=C1C=CC=C2)N)C 7,7-dimethyl-7H-fluoreno[4,3-B]benzofurane-10-amine